(1R,3S)-3-(3-{[(3-methyl-1,2-oxazol-5-yl)acetyl]amino}-1H-pyrazol-5-yl)cyclopentyl (2R)-2-methylpyrrolidine-1-carboxylate C[C@H]1N(CCC1)C(=O)O[C@H]1C[C@H](CC1)C1=CC(=NN1)NC(CC1=CC(=NO1)C)=O